NC1=NC=2C(=CC(=CC2C=2N1N=C(N2)[C@H]2CN(CCC2)C=2C=NN(C2C)CC(C)(O)C)F)OC (R)-1-(4-(3-(5-amino-9-fluoro-7-methoxy-[1,2,4]triazolo[1,5-c]quinazolin-2-yl)piperidin-1-yl)-5-methyl-1H-pyrazol-1-yl)-2-methylpropan-2-ol